2-(1,4-diazepan-1-yl)ethanol N1(CCNCCC1)CCO